3-methylpentane-1,3-diol CC(CCO)(CC)O